FC(C(CN(S(=O)(=O)C1=CC=CC=C1)S(=O)(=O)C1=CC=CC=C1)C(=O)C1=CSC=C1)(C)C N-(3-fluoro-3-methyl-2-(thiophene-3-carbonyl)butyl)-N-(benzenesulfonyl)benzenesulfonamide